(1S,4R)-2-azabicyclo[2.2.1]hept-5-ene-2-carboxylic acid benzyl ester C(C1=CC=CC=C1)OC(=O)N1[C@@H]2C=C[C@H](C1)C2